diethyl (2-(1-(6,7-dimethoxyquinazolin-4-yl)piperidin-4-yl)ethyl)phosphonate COC=1C=C2C(=NC=NC2=CC1OC)N1CCC(CC1)CCP(OCC)(OCC)=O